ClC=1C=CC(=C(C1)C1=C(C=NN1CC(CC)O)NC(=O)C=1C=NN2C1N=CC=C2)OC N-(5-(5-chloro-2-methoxyphenyl)-1-(2-hydroxybutyl)-1H-pyrazol-4-yl)pyrazolo[1,5-a]pyrimidine-3-carboxamide